methyl 5-cyclobutyl-7-methyl-6H,7H,8H-pyrido[2,3-b]pyrazine-2-carboxylate C1(CCC1)N1CC(CC=2C1=NC=C(N2)C(=O)OC)C